C(C)OC(NC=1C=C(C=C2C(=C(NC12)C)C(C)=O)C(NC1CCCC1)=O)=O (3-acetyl-5-(cyclopentylcarbamoyl)-2-methyl-1H-indol-7-yl)carbamic acid ethyl ester